N[C@@H](CCC(=O)N(CC(=O)O)C([C@H](CC)N)=O)C(=O)O gamma-L-glutamyl-L-α-aminobutyrylglycine